FC(C(=O)O)(F)F.C1=C(C=CC=2OC3=C(C21)C=CC=C3)C(=O)N dibenzo[b,d]furan-2-carboxamide trifluoroacetate